n-decyl isophthalate (n-nonyl)isophthalate C(CCCCCCCC)OC(C1=CC(C(=O)O)=CC=C1)=O.C(C1=CC(C(=O)O)=CC=C1)(=O)OCCCCCCCCCC